[(7-chloro-1-[[2-(trimethylsilyl)ethoxy]methyl]indazol-4-yl)methoxy](methylsulfanyl)methanethione ClC=1C=CC(=C2C=NN(C12)COCC[Si](C)(C)C)COC(=S)SC